1-chloro-1,3,3,3-tetrafluoro-2-(trifluoromethyl)propene ClC(=C(C(F)(F)F)C(F)(F)F)F